N-(3-fluoro-4-(4-(2-fluoroethyl)piperazin-1-yl)phenyl)-4-((8-methyl-2,3-dihydro-1H-pyrido[2,3-b][1,4]oxazin-7-yl)amino)-2-oxo-1,2-dihydropyridine-3-carboxamide FC=1C=C(C=CC1N1CCN(CC1)CCF)NC(=O)C=1C(NC=CC1NC1=C(C2=C(OCCN2)N=C1)C)=O